(3aR,6aS)-2-tert-butoxycarbonyl-3,3a,4,5,6,6a-hexahydro-1H-cyclopenta[c]pyrrole-5-carboxylic acid C(C)(C)(C)OC(=O)N1C[C@@H]2[C@H](C1)CC(C2)C(=O)O